4-methyl-2-(tributylstannyl)oxazole CC=1N=C(OC1)[Sn](CCCC)(CCCC)CCCC